N-[(1R)-1-[2-(morpholin-4-yl)pyridin-4-yl]ethyl]propionamide N1(CCOCC1)C1=NC=CC(=C1)[C@@H](C)NC(CC)=O